ethyl (R)-4-methyl-1,2,3,4-tetrahydroisoquinoline-7-carboxylate C[C@H]1CNCC2=CC(=CC=C12)C(=O)OCC